OC(C=CC=CCC=CCCCC(=O)N[C@@H](C)C(=O)O)CC=CCCCCC N-(12-hydroxy-5,8,10,14-eicosatetraenoyl)alanine